7-fluoro-4-(oxolane-3-yl)-8-(2,3,5-trifluorophenyl)quinoline-3-carboxylic acid ethyl ester C(C)OC(=O)C=1C=NC2=C(C(=CC=C2C1C1COCC1)F)C1=C(C(=CC(=C1)F)F)F